oxo-di(methyl-2,1-ethylene) diacrylate C(C=C)(=O)OC(COCC(C)OC(C=C)=O)C